OC1=C(C=C(C=C1C)C(C)C)C(=O)C1=CC(=CC=C1)CC (2-hydroxy-3-methyl-5-isopropyl-phenyl)(3-ethylphenyl)-methanone